C(C#CCCCCCC)(=O)OC 2-nonynoic acid, methyl ester